8-bromo-3-(2,6-dichlorophenyl)-1-methyl-7-((2-(trimethylsilyl)ethoxy)methyl)-1,7-dihydro-2H-pyrrolo[3',2':5,6]pyrido[4,3-d]pyrimidine-2,4(3H)-dione BrC1=CC2=C(N=CC3=C2N(C(N(C3=O)C3=C(C=CC=C3Cl)Cl)=O)C)N1COCC[Si](C)(C)C